[3,4'-bipyridinyl-1'-yl]-[5-(4-fluoro-phenoxy)-4-methoxy-pyridin-2-yl]-methanone N1=CC(=CC=C1)C1=CCN(C=C1)C(=O)C1=NC=C(C(=C1)OC)OC1=CC=C(C=C1)F